FC(CNC1=NC=CC2=C1C(=NN2)C2=CC(=NC=N2)N2C[C@H](C[C@H](C2)O)O)(F)F (3S,5R)-1-(6-(4-((2,2,2-trifluoroethyl)amino)-1H-pyrazolo[4,3-c]pyridin-3-yl)pyrimidin-4-yl)piperidine-3,5-diol